C(C)NC(=O)NC=1SC(=CN1)CN1CCC(CC1)C=1C(=NC(=CC1)N1N=CC=C1)F 1-ethyl-3-(5-((4-(2-fluoro-6-(1H-pyrazol-1-yl)pyridin-3-yl)piperidin-1-yl)methyl)thiazol-2-yl)urea